methyl 2-[2-(2,5-dimethylphenyloxymethyl) phenyl]-3-methoxyacrylate CC1=C(C=C(C=C1)C)OCC1=C(C=CC=C1)C(C(=O)OC)=COC